benzyl 3-(but-3-en-2-yl)-4-[(tert-butoxycarbonyl) amino]-3-hydroxypyrrolidine-1-carboxylate CC(C=C)C1(CN(CC1NC(=O)OC(C)(C)C)C(=O)OCC1=CC=CC=C1)O